2-Methylcyclopropyldiphenylsulfonium CC1C(C1)[S+](C1=CC=CC=C1)C1=CC=CC=C1